NC(C(=O)NC1=CC=C(C=C1)CO)=C (S)-2-amino-N-(4-(hydroxymethyl)phenyl)acrylamide